((2-(((5S,8S,10aR)-3-acetyl-8-(3-methyl-3-phenylpyrrolidine-1-carbonyl)-6-oxodecahydropyrrolo[1,2-a][1,5]diazocin-5-yl)carbamoyl)benzo[b]thiophen-5-yl)difluoromethyl)phosphonic acid C(C)(=O)N1CC[C@@H]2N(C([C@H](C1)NC(=O)C1=CC3=C(S1)C=CC(=C3)C(F)(F)P(O)(O)=O)=O)[C@@H](CC2)C(=O)N2CC(CC2)(C2=CC=CC=C2)C